tert-Butyl 4-(((5-(4-cyano-3-fluorophenyl)-1-(4-methoxyphenyl)-1H-pyrazol-3-yl)amino)methyl)piperidine-1-carboxylate C(#N)C1=C(C=C(C=C1)C1=CC(=NN1C1=CC=C(C=C1)OC)NCC1CCN(CC1)C(=O)OC(C)(C)C)F